13-chloro-10-[2,6-difluoro-4-({2-[(2-hydroxyethyl)amino]ethyl}amino)phenyl]-4-fluoro-8-(propan-2-yl)-6,8,10-triazatricyclo[9.4.0.02,7]pentadeca-1(11),2(7),3,5,12,14-hexaen-9-one ClC1=CC=2N(C(N(C=3N=CC(=CC3C2C=C1)F)C(C)C)=O)C1=C(C=C(C=C1F)NCCNCCO)F